CC1=NC=CC(=C1)C1=C2C(=NC=N1)N(N=C2)CC(=O)NC=2C=NC(=CC2)C2=NC=CN=C2 2-[4-(2-methyl-4-pyridyl)pyrazolo[3,4-d]pyrimidin-1-yl]-N-(6-pyrazin-2-yl-3-pyridyl)acetamide